N(=[N+]=[N-])CCCCCC(CS(=O)(=O)C)OC(N)=O carbamic acid 7-azido-1-(methylsulfonyl)-2-heptyl ester